ClC1=C(C=CC2=C1C(=NCC=1N2C(=NN1)C=1N=NC=CC1)C1=C(C=CC=C1)F)C(F)(F)F 7-chloro-6-(2-fluorophenyl)-1-pyridazin-3-yl-8-(trifluoromethyl)-4H-[1,2,4]Triazolo[4,3-a][1,4]Benzodiazepine